2-phenyl-acrylamide C1(=CC=CC=C1)C(C(=O)N)=C